N-[4-[4-[6-chloro-4-(trifluoromethyl)-2-pyridyl]piperazin-1-yl]sulfonylphenyl]-3-[[(5-oxopyrrolidin-3-yl)methylamino]methyl]benzamide ClC1=CC(=CC(=N1)N1CCN(CC1)S(=O)(=O)C1=CC=C(C=C1)NC(C1=CC(=CC=C1)CNCC1CNC(C1)=O)=O)C(F)(F)F